Cl[C@H](C(=O)O)NOC (R)-2-chloro-2-(methoxyamino)acetic acid